[(1R)-1-{[(1S,2R,4R)-7-oxabicyclo[2.2.1]heptan-2-yl]formamido}-3-phenylpropyl]boronic acid [C@@H]12[C@@H](C[C@@H](CC1)O2)C(=O)N[C@@H](CCC2=CC=CC=C2)B(O)O